C(=CC)[Sn](OC)(OC)OC 1-propenyl-tris(methoxy)tin